(2-(2-methoxy-7-methylquinoxalin-5-yl)-4-methyl-7,8-dihydro-[1,4]dioxino[2',3':3,4]benzo[1,2-d]thiazol-7-yl)methyl (6-ethoxypyridin-3-yl)carbamate C(C)OC1=CC=C(C=N1)NC(OCC1OC2=C(C3=C(N=C(S3)C3=C4N=CC(=NC4=CC(=C3)C)OC)C(=C2)C)OC1)=O